CS(=O)(=O)O[C@@H](CCOC[C@@H](CN1N=CC(=C1)C1=NN(C2=CC=C(C=C12)O[Si](C)(C)C(C)(C)C)C1OCCCC1)C)C [(1R)-3-[(2R)-3-[4-[5-[tert-butyl(dimethyl)silyl]oxy-1-tetrahydropyran-2-yl-indazol-3-yl]pyrazol-1-yl]-2-methyl-propoxy]-1-methyl-propyl] methanesulfonate